[Br-].C1=CC=CC=2SC3=CC=CC=C3N(C12)CC[N+](CCCCCCCCCCCC)(C)C N-(2-(10H-phenothiazin-10-yl)ethyl)-N,N-dimethyldodecan-1-aminium bromide